4-(5-bromopyridin-2-yl)-1-oxothiomorpholine BrC=1C=CC(=NC1)N1CCS(CC1)=O